9,9-bis(4-(2-hydroxyethoxy)phenyl)-2,7-bis(1-naphthyl)fluorene OCCOC1=CC=C(C=C1)C1(C2=CC(=CC=C2C=2C=CC(=CC12)C1=CC=CC2=CC=CC=C12)C1=CC=CC2=CC=CC=C12)C1=CC=C(C=C1)OCCO